BrC1=C(C=C(C=C1F)OCCCl)C1=C(C=CC=C1)C bromo-2-chloro-5-ethoxy-3-fluoro-2'-methyl-[1,1'-biphenyl]